ditert-butyl (3S,6S)-8,13-dimethyl-7-oxo-17-oxa-2,5,8,13,14,22-hexazatetracyclo[16.3.1.13,6.012,16]tricosa-1(21),12(16),14,18(22),19-pentaene-2,5-dicarboxylate CN1C([C@H]2N(C[C@@H](N(C3=CC=CC(OC=4C=NN(C4CCC1)C)=N3)C(=O)OC(C)(C)C)C2)C(=O)OC(C)(C)C)=O